1-[6-(trifluoromethyl)-3-pyridinyl]ethanone FC(C1=CC=C(C=N1)C(C)=O)(F)F